FC1=C(C=CC=C1)C=1N=C2C(=CC(=NC2=CC1)N)C 6-(2-fluorophenyl)-4-methyl-1,5-naphthyridin-2-amine